N-[6-(7,8-dimethyl-[1,2,4]triazolo[4,3-b]pyridazin-6-yl)-7,8-dihydro-5H-1,6-naphthyridin-3-yl]oxetane-3-carboxamide CC1=C(C=2N(N=C1N1CC=3C=C(C=NC3CC1)NC(=O)C1COC1)C=NN2)C